Dimethyl 5-((6-(((tert-butoxycarbonyl)amino)oxy)hexyl)oxy)isophthalate C(C)(C)(C)OC(=O)NOCCCCCCOC=1C=C(C=C(C(=O)OC)C1)C(=O)OC